C1(=CC=CC=C1)NC(=O)OCCOC(C(=C)C)=O 2-[[(Phenylamino)-carbonyl]oxy]ethylmethacrylat